C(C=C)(=O)OCCOC(OCCOC(C=C)=O)C1=CC=C(C=C1)OC 1,1-bis(2-acryloyloxyethoxy)-[4-methoxy-phenyl]methane